methyl 5,5-difluoro-2-hydroxycyclohex-1-ene-1-carboxylate FC1(CCC(=C(C1)C(=O)OC)O)F